ClC=1C=C2C(=CC=NC2=CN1)OC1=C(C=C(N)C=C1)F 4-((6-chloro-1,7-naphthyridin-4-yl)oxy)-3-fluoroaniline